BrC=1C=C2N(N=CC(=C2Cl)C(=NC2=C(C=C(C=C2)O[Si](C)(C)C(C)(C)C)CC)N)C1 6-bromo-N'-(4-(tert-butyl(dimethyl)silyl)oxy-2-ethyl-phenyl)-4-chloro-pyrrolo[1,2-b]pyridazine-3-carboxamidine